ClC(OC1=CC=C(C=C1)NC(C1=CN=C(C(=C1)C1=NNC=C1)N1CCC(CC1)N(C)CC1=CC(=CC=C1)N1C(NC(CC1)=O)=O)=O)(F)F N-(4-(chlorodifluoromethoxy)phenyl)-6-(4-((3-(2,4-dioxotetrahydropyrimidin-1(2H)-yl)benzyl)(methyl)amino)piperidin-1-yl)-5-(1H-pyrazol-3-yl)nicotinamide